N1=CC=CC=2CN(CCC12)C1=C(C=CCN1CC=1C=C2CC(NC2=CC1)=O)C 6-(7,8-dihydro-5H-1,6-naphthyridin-6-yl)-5-methyl-N-[(2-oxoindolin-5-yl)methyl]pyridine